tert-butyl 7-(((trifluoromethyl) sulfonyl) oxy)-4-azaspiro[2.5]oct-6-ene-4-carboxylate FC(S(=O)(=O)OC1=CCN(C2(CC2)C1)C(=O)OC(C)(C)C)(F)F